[Se]1C(=NC=C1)N [1,3]selenazol-2-amine